[OH-].[Al+3].P(=O)([O-])([O-])[O-].[Al+3] aluminum phosphate compound with aluminum hydroxide